2,N2,N4,N4-tetraethyl-6-hydrazino-3,6-dihydro-1,3,5-triazine-2,4-diamine C(C)C1(NC(N=C(N1)N(CC)CC)NN)NCC